COC1=C(C=C2C(=NC(=NC2=C1)C)N[C@H](C)C1=CC(=CC(=C1)C(F)(F)F)[N+](=O)[O-])OC1CCN(CC1)C(=O)C1CCNCC1 (R)-(4-((7-Methoxy-2-methyl-4-((1-(3-nitro-5-(trifluoromethyl)phenyl)ethyl)amino)quinazolin-6-yl)oxy)piperidin-1-yl)(piperidin-4-yl)methanone